tert-butyl 2-(hydroxymethyl)-5-methyl-morpholine-4-carboxylate OCC1CN(C(CO1)C)C(=O)OC(C)(C)C